1-(4-(4-aminotetrahydro-2H-pyran-4-yl)phenyl)ethanone NC1(CCOCC1)C1=CC=C(C=C1)C(C)=O